CNCC1=CC=C(C=C1)N1N=C(C=C1C(C)C)C(F)(F)F methyl-1-[4-[5-isopropyl-3-(trifluoromethyl)pyrazol-1-yl]phenyl]methylamine